2-(2-fluorophenyl)oxazole-4-carboxylic acid FC1=C(C=CC=C1)C=1OC=C(N1)C(=O)O